NCCOCCN(C)C 2-(2-aminoethoxy)-N,N-dimethylethan-1-amine